S(=O)(=O)(C=1C=C2C(OC(C2=CC1)=O)=O)C=1C=C2C(OC(C2=CC1)=O)=O 5,5'-sulfonyl-bis-1,3-isobenzofurandione